2-(3-hydroxypropyl)-9-(4-(trifluoromethyl)phenyl)-1H-xantheno[2,1,9-def]isoquinoline-1,3(2H)-dione OCCCN1C(C2=CC=C3C=4C2=C(C1=O)C=CC4OC4=CC=C(C=C43)C4=CC=C(C=C4)C(F)(F)F)=O